ClC1=CC=C(C=C1)N(CCCC(=O)O)C 4-[(4-chlorophenyl)-methylamino]-butyric acid